COC1=NC=CC=C1S(=O)(=O)NC(=O)C=1C(=NC(=CC1)C1=CC=CC=C1)OC1=C(C=C(C=C1C)C)C N-[(2-Methoxy-3-pyridyl)sulfonyl]-6-phenyl-2-(2,4,6-trimethylphenoxy)pyridin-3-carboxamid